C(N)(=O)OCCN1CCN(CC1)CC1=CC(=NC(=C1)C1=CC(=CC(=C1)Cl)Cl)OC=1C=NC(=NC1)N1CCN(CC1)C(=O)OC(C)(C)C tert-Butyl 4-(5-((4-((4-(2-(carbamoyloxy)ethyl)piperazin-1-yl)methyl)-6-(3,5-dichlorophenyl)pyridin-2-yl)oxy)pyrimidin-2-yl)piperazine-1-carboxylate